12,16-dimethyldotriacontane CC(CCCCCCCCCCC)CCCC(CCCCCCCCCCCCCCCC)C